FC=1C=C2C(=CN=CC2=C(C1)N1CCN(CC1)C(=O)OC(C)(C)C)N1C(N(C(CC1)=O)CC1=CC=C(C=C1)OC)=O tert-butyl 4-[6-fluoro-4-[3-[(4-methoxyphenyl)methyl]-2,4-dioxo-hexahydropyrimidin-1-yl]-8-isoquinolyl]piperazine-1-carboxylate